C(#N)C1=C(C=CC(=C1)C(F)(F)F)N1CCC(CC1)(C(=O)N[C@H]1CN(CC1)C)C=1C=NC(=CC1)C1=C(C=CC=C1)C#N 1-[2-cyano-4-(trifluoromethyl)phenyl]-4-[6-(2-cyanophenyl)pyridin-3-yl]-N-[(3R)-1-methylpyrrolidin-3-yl]piperidine-4-carboxamide